[2-(3,4-dimethoxyphenyl)ethyl]-6-methyl-4-[(1-methylcyclopropyl)amino]furo[2,3-d]pyrimidine-5-carboxamide COC=1C=C(C=CC1OC)CCC=1N=C(C2=C(N1)OC(=C2C(=O)N)C)NC2(CC2)C